N-9-phenylfluorenylamine C1(=CC=CC=C1)C1C2=CC=CC=C2C=2C=CC=C(C12)N